3-((2S)-2-hydroxy-3-(8-(6-phenoxypyridin-3-ylsulfonyl)-1-oxa-8-azaspiro[4.5]decan-3-ylamino)propoxy)-N-methylbenzenesulfonamide O[C@H](COC=1C=C(C=CC1)S(=O)(=O)NC)CNC1COC2(C1)CCN(CC2)S(=O)(=O)C=2C=NC(=CC2)OC2=CC=CC=C2